C1(=CC=C(C=C1)C1=NOCC1)C 3-(p-tolyl)-4,5-dihydroisoxazole